2-((5-(5-(difluoromethyl)-1,3,4-oxadiazole-2-yl)pyridine-2-yl)methyl)-4,4-dimethylisoquinoline-1,3(2H,4H)-dione FC(C1=NN=C(O1)C=1C=CC(=NC1)CN1C(C2=CC=CC=C2C(C1=O)(C)C)=O)F